(-)-(E)-1-(4-Hydroxyphenyl)-7-phenyl-6-hepten-3-ol C1=CC=C(C=C1)/C=C/CCC(CCC2=CC=C(C=C2)O)O